N-{[4-(furan-2-yl)phenyl]methyl}-6-methyl-1-(2-methylpropanoyl)-4-[(5-methyl-1,3-thiazol-2-yl)methyl]piperazine-2-carboxamide O1C(=CC=C1)C1=CC=C(C=C1)CNC(=O)C1N(C(CN(C1)CC=1SC(=CN1)C)C)C(C(C)C)=O